FC1(CCC(CC1)[C@H](NC(=O)C1=NON=C1C)C=1N=C2N(N=CC(=N2)C2(CCNCC2)C(=O)N2CC(C2)C(F)(F)F)C1)F N-[(S)-(4,4-Difluorocyclohexyl)(3-{4-[3-(trifluoromethyl)azetidine-1-carbonyl]piperidin-4-yl}imidazo[1,2-b][1,2,4]triazin-6-yl)methyl]-4-methyl-1,2,5-oxadiazole-3-carboxamide